C(C)(C)(C)OC(=O)N1C[C@@H](CC1)N(C(CCCCC1=CC=C2CCCN(C2=N1)C(=O)OC(C)(C)C)C)C tert-butyl 7-(5-(((R)-1-(tert-butoxycarbonyl)pyrrolidin-3-yl)(methyl)amino)hexyl)-3,4-dihydro-1,8-naphthyridine-1(2H)-carboxylate